tert-butyl 4-(1,3-dioxo-2-(tosyloxy)-2,3-dihydro-1H-benzo[de]isoquinolin-6-yl)-1,4-diazepane-1-carboxylate O=C1N(C(C2=C3C(C=CC=C13)=C(C=C2)N2CCN(CCC2)C(=O)OC(C)(C)C)=O)OS(=O)(=O)C2=CC=C(C)C=C2